OC=1C=C(C=CC1)C=1C=CC=2N(N1)C(=CN2)C2=CC(=C(C=C2)O)OC 4-[6-(3-hydroxyphenyl)imidazo[1,2-b]pyridazin-3-yl]-2-methoxy-phenol